N'-t-butoxycarbonyl-L-tryptophan C(C)(C)(C)OC(=O)N1C=C(C[C@H](N)C(=O)O)C2=CC=CC=C12